CC1(C2=CC=CC=C2C3=C1C=C(C=C3)N(C4=CC=C(C=C4)C5=CC=CC=C5)C6=CC=C(C=C6)C7=CC8=C(C=C7)N(C9=CC=CC=C98)C1=CC=CC=C1)C N-([1,1'-biphenyl]-4-yl)-9,9-dimethyl-N-(4-(9-phenyl-9H-carbazol-3-yl)phenyl)-9H-fluoren-2-amine